C(C1=CC=CC=C1)OC1=NC(=CC=C1C1=CC=C(C2=C1CCO2)Br)OCC2=CC=CC=C2 2,6-bis(benzyloxy)-3-(7-bromo-2,3-dihydrobenzofuran-4-yl)pyridine